FC1(C(C1)C(=O)N1C2CN(CC1CC2)C2=NC=NN1C2=CC(=C1)C=1C=NN(C1)C)F (2,2-difluorocyclopropyl)(3-(6-(1-methyl-1H-pyrazol-4-yl)pyrrolo[2,1-f][1,2,4]triazin-4-yl)-3,8-diazabicyclo[3.2.1]octan-8-yl)methanone